NCC1(CCN(CC1)C=1C(N(C(=CN1)OC1=C(C(=CC=C1)Cl)Cl)C)=O)C 3-(4-(Aminomethyl)-4-methylpiperidin-1-yl)-6-(2,3-dichlorophenoxy)-1-methylpyrazin-2(1H)-on